4,4,5,5-tetramethyl-2-(1-methyl-1H-pyrazol-4-yl)-1,3,2-dioxazolidine CC1(ON(OC1(C)C)C=1C=NN(C1)C)C